C[C@@H]1N(CCN(C1)C)[C@H](C(=O)NC=1C=CC=C2C(=CNC12)C1=NC(=NC=C1C)NC1=C(C(=CC=C1)S(=O)(=O)C)F)CC (S)-2-((S)-2,4-Dimethylpiperazin-1-yl)-N-(3-(2-((2-fluoro-3-(methylsulfonyl)phenyl)amino)-5-methylpyrimidin-4-yl)-1H-indol-7-yl)butanamid